(1s,4s)-4-(2-(tetrahydro-2H-pyran-4-ylamino)-8-(2,4,5-trifluorophenylamino)-9H-purin-9-yl)cyclohexanecarboxamide O1CCC(CC1)NC1=NC=C2N=C(N(C2=N1)C1CCC(CC1)C(=O)N)NC1=C(C=C(C(=C1)F)F)F